2-([(tert-butoxycarbonyl)amino]methyl)pyrrolidine C(C)(C)(C)OC(=O)NCC1NCCC1